N-[2-[4-(trifluoromethyl)anilino]-2,3-dihydro-1H-inden-5-yl]acrylamide FC(C1=CC=C(NC2CC3=CC=C(C=C3C2)NC(C=C)=O)C=C1)(F)F